NC1=NC(=C(C#N)C=C1C1CC1)C=1C=C2CN(C(C2=CC1)=O)C1C(NC(CC1)=O)=O 6-amino-5-cyclopropyl-2-(2-(2,6-dioxopiperidin-3-yl)-1-oxoisoindolin-5-yl)nicotinonitrile